6,6'-diamino-3,3'-methylenedibenzoic acid NC1=CC=C(C=C1C(=O)O)CC=1C=C(C(=O)O)C(=CC1)N